CCCCCCC[C@@H](CC(=O)O)O L-3-hydroxydecanoic acid